N-{[3-(4-{[(3S,4R)-3-fluoro-1-methylpiperidin-4-yl]amino}-1-(2,2,2-trifluoroethyl)-1H-indol-2-yl)-1,2,4-oxadiazol-5-yl]methyl}-1-(3-methyloxolan-3-yl)-1H-pyrrole-3-carboxamide F[C@H]1CN(CC[C@H]1NC1=C2C=C(N(C2=CC=C1)CC(F)(F)F)C1=NOC(=N1)CNC(=O)C1=CN(C=C1)C1(COCC1)C)C